N-(3-(3-methylimidazo[1,2-a]pyridin-6-yl)phenyl)acetamide CC1=CN=C2N1C=C(C=C2)C=2C=C(C=CC2)NC(C)=O